1-(4-(3-Amino-1H-indazol-5-yl)pyridin-2-yl)-3-(4-(methylsulfonyl)phenyl)urea NC1=NNC2=CC=C(C=C12)C1=CC(=NC=C1)NC(=O)NC1=CC=C(C=C1)S(=O)(=O)C